(1S,3'R,6'S)-6-chloro-3,4-dihydro-2H,15'H-spiro[naphthalene-1,22'-[20]oxa[7,13]dithia[1,14]diazatetracyclo[14.7.2.03,6.019,24]pentacosa[16,18,24]trien]-15'-one 13',13'-dioxide ClC=1C=C2CCC[C@]3(COC4=CC=C5C(NS(CCCCCS[C@H]6CC[C@@H]6CN(C3)C4=C5)(=O)=O)=O)C2=CC1